(S)-3-((1-Aminopropan-2-yl)oxy)-2-((ethylamino)methyl)-6-fluorobenzonitrile NC[C@H](C)OC=1C(=C(C#N)C(=CC1)F)CNCC